NC1=CC=C(C=C1C)CC1=CC=C(C(=C1)C)N bis(4-amino-5-methylphenyl)methane